C(C)(=O)N[C@H]1CC[C@H](CC1)C1=CC=C(C=C1)N1C(C2=CC=CC=C2[C@H]([C@@H]1C1=CC2=C(OCCO2)C=C1)C(=O)O)=O |&1:24,25| (3R,4R) and (3S,4S)-2-{4-[cis-4-(acetylamino)cyclohexyl]phenyl}-3-(2,3-dihydro-1,4-benzodioxin-6-yl)-1-oxo-1,2,3,4-tetrahydroisoquinoline-4-carboxylic acid